FC=1C=C(CNC(OC(C)(C)C)=O)C=CC1O tert-butyl (3-fluoro-4-hydroxybenzyl)carbamate